CN1C(C=2N(C=C1CC1=CC=C(C=C1)C1=NC=CN=C1)C(=NC2)C2CCOCC2)=O 7-methyl-6-(4-(pyrazin-2-yl)benzyl)-3-(tetrahydro-2H-pyran-4-yl)imidazo[1,5-a]pyrazin-8(7H)-one